C(C1=CC=CC=C1)OCCCCC1=C(N=C(S1)Br)C[C@@H](C(=O)OCC)NC(=O)OC(C)(C)C ethyl (S)-3-(5-(4-(benzyloxy)butyl)-2-bromothiazol-4-yl)-2-((tert-butoxycarbonyl)amino)propanoate